2-((dimethylamino)methylene)-5-(1H-indazol-3-yl)cyclohexane-1,3-dione CN(C)C=C1C(CC(CC1=O)C1=NNC2=CC=CC=C12)=O